CN1CC(OCC1)C(=O)N1CCC2(C(C2)CNC(=O)C2=CC=3C(=CN=CC3)O2)CC1 N-[[6-(4-methylmorpholine-2-carbonyl)-6-azaspiro[2.5]octan-2-yl]methyl]furo[2,3-c]pyridine-2-carboxamide